1-(4-cyanophenyl)ethanol C(#N)C1=CC=C(C=C1)C(C)O